(E)-(2-(benzenesulfonyl)vinyl)benzene C1(=CC=CC=C1)S(=O)(=O)/C=C/C1=CC=CC=C1